C(CO)#N glycolonitrile